BrC1=CC(=NC=C1)C([2H])([2H])[2H] 4-bromo-2-(methyl-d3)pyridine